2-[2-[2-[2-[2-[[5-(5-methylpyrido[4,3-b]indol-7-yl)-2-pyridyl]oxy]ethoxy]ethoxy]ethoxy]ethoxy]ethyl-4-methylbenzenesulfonate CN1C2=C(C=3C=CC(=CC13)C=1C=CC(=NC1)OCCOCCOCCOCCOCCOS(=O)(=O)C1=CC=C(C=C1)C)C=NC=C2